8-amino-4-(prop-1-en-2-yl)isoquinoline-3-carboxylic acid methyl ester COC(=O)C=1N=CC2=C(C=CC=C2C1C(=C)C)N